3-((1S)-1-aminoethyl)-8-(2-(1,2-dimethyl-5-oxopyrazol-3-yl)ethynyl)-2-phenylisoquinoline-1-one N[C@@H](C)C=1N(C(C2=C(C=CC=C2C1)C#CC=1N(N(C(C1)=O)C)C)=O)C1=CC=CC=C1